(1,3-dimethylimidazolidin-2-ylidene)dichloro(2-isopropoxy-5-nitrobenzylidene)ruthenium (II) CN1C(N(CC1)C)=[Ru-4](=CC1=C(C=CC(=C1)[N+](=O)[O-])OC(C)C)(Cl)Cl